ICCC(=O)O 3-iodopropionic acid